3-dehydro-L-gulonic acid O=C([C@@H](O)C(=O)[C@H](O)[C@@H](O)CO)O